2-([1,1'-biphenyl]-4-yl)ethan-1-amine acetate C(C)(=O)O.C1(=CC=C(C=C1)CCN)C1=CC=CC=C1